3-methyl-benzofuran-2-carboxamide CC1=C(OC2=C1C=CC=C2)C(=O)N